CN1N=C(C=2C[C@H](CCC12)C(F)(F)F)C(=O)OCC (S)-ethyl 1-methyl-5-(trifluoromethyl)-4,5,6,7-tetrahydro-1H-indazole-3-carboxylate